2-Amino-N-{1-[8-chloro-5-(4-methoxypiperidin-1-yl)imidazo[1,5-a]pyridin-6-yl]ethyl}pyrazolo[1,5-a]pyrimidine-3-carboxamide NC1=NN2C(N=CC=C2)=C1C(=O)NC(C)C=1C=C(C=2N(C1N1CCC(CC1)OC)C=NC2)Cl